BrC1=CC(=C2N(C1=O)C1(NC2=O)C2CCC(C1)C2)C 6'-Bromo-8'-methyl-2'H-spiro[bicyclo[2.2.1]heptane-2,3'-imidazo[1,5-a]pyridine]-1',5'-dione